2-[6-[3-methanesulfonyl-4-(trifluoromethyl)benzyl]-2-azaspiro[3.3]heptane-2-carbonyl]-2,5-diazaspiro[3.4]octan-6-one CS(=O)(=O)C=1C=C(CC2CC3(CN(C3)C(=O)N3CC4(C3)NC(CC4)=O)C2)C=CC1C(F)(F)F